CC(C)(C)C1OCC2(CO1)COC(OC2)C(C)(C)C 2,2'-dimethyl-2,2'-(2,4,8,10-tetraoxaspiro[5.5]undecane-3,9-diyl)dipropane